C(CCC=CCC=CCC=CCC=CCC=CCC=CCC)=O docosa-4,7,10,13,16,19-hexenal